ethylene oxide ammonium sulfate S(=O)(=O)([O-])[O-].[NH4+].C1CO1.[NH4+]